1-(azetidin-3-ylmethyl)-8-chloro-3-(5-(difluoromethyl)-1,3,4-thiadiazol-2-yl)-N-(1-(fluoromethyl)cyclopropyl)indolizine-6-sulfonamide formate C(=O)O.N1CC(C1)CC=1C=C(N2C=C(C=C(C12)Cl)S(=O)(=O)NC1(CC1)CF)C=1SC(=NN1)C(F)F